[Cl-].C(CCCCCCCCCCCCCCC)N1C=[N+](C=C1)C 1-Hexadecyl-3-methyl-imidazolium Chloride